BrC1=NC(=CC(=C1)C1=CC(=NC(=C1)C=1C=NC=CC1)C=1C=NC=CC1)Br 4'-(2,6-dibromopyridin-4-yl)-3,2':6',3''-terpyridine